4-(3-isopropyl-2-(2-methylpyridin-4-yl)-1H-indol-5-yl)piperidine-1-carboxylic acid tert-butyl ester C(C)(C)(C)OC(=O)N1CCC(CC1)C=1C=C2C(=C(NC2=CC1)C1=CC(=NC=C1)C)C(C)C